bromomethyl-[1,1'-biphenyl]-2-carboxylic acid tert-butyl ester C(C)(C)(C)OC(=O)C=1C(=CC=CC1CBr)C1=CC=CC=C1